((1S,3S)-3-Aminocyclopentyl)carbamate N[C@@H]1C[C@H](CC1)NC([O-])=O